C(CCCCCCCCCCCCCCC(C)C)(=O)OCC(CCCCCCCC)CCCCCC 2-Hexyldecyl Isostearate